FC=1C=C(C=CC1F)[C@H]1[C@@H](CN(C1)CCOC)NC(=O)NC1=CC(=NN1C)C1=C(C=CC=C1)OC 1-((3s,4r)-4-(3,4-difluorophenyl)-1-(2-methoxyethyl)pyrrolidin-3-yl)-3-(3-(2-methoxyphenyl)-1-methyl-1H-pyrazol-5-yl)urea